COC(=O)C12CC(C1)C2 methylbicyclo[1.1.1]pentane-1-carboxylate